ethyl 6-(4-cyclopropylphenoxy)-5-fluoronicotinate C1(CC1)C1=CC=C(OC2=NC=C(C(=O)OCC)C=C2F)C=C1